C(C)S(=O)(=O)C1=CC=C(C=C1)[C@@H](CO)C1=C(C(=O)N)C=CC(=C1)N1[C@@H](CN(CC1)CC1=CC=C(C=C1)C(F)(F)F)C ((R)-1-(4-(ethylsulfonyl)phenyl)-2-hydroxyethyl)-4-((R)-2-methyl-4-(4-(trifluoromethyl)benzyl)piperazin-1-yl)benzamide